(S)-3-((R)-1-(6-fluoro-3-(2-((3-fluoropropyl)amino)ethoxy)-2-methylphenyl)-3,3-dimethyl-1,3,4,9-tetrahydro-2H-pyrido[3,4-b]indol-2-yl)-2-methylpropanoic acid FC1=CC=C(C(=C1[C@H]1N(C(CC2=C1NC1=CC=CC=C21)(C)C)C[C@@H](C(=O)O)C)C)OCCNCCCF